C(C)C=1C(=NC2=CC3=C(C=C2C1)OCC[C@H]1N(C3=O)CCN(C1)C=1C=CC(=NC1)C(=O)NC)OC (R)-5-(10-ethyl-11-methoxy-14-oxo-1,2,4,4a,5,6-hexahydro-3H,14H-pyrazino[1',2':5,6][1,5]oxazocino[2,3-g]quinolin-3-yl)-N-methylpicolinamide